C(C1=CC=CC=C1)(C1=CC=CC=C1)N1[C@H]([C@H](C1)N1C(C2=CC=CC=C2C1=O)=O)C 2-((2S,3S)-1-benzhydryl-2-methylazetidin-3-yl)isoindoline-1,3-dione